2-((4-(2-(2,4-dichlorophenyl)-4-fluoro-2H-chromen-8-yl)piperidin-1-yl)methyl)-1-((1-(fluoromethyl)cyclopropyl)methyl)-1H-imidazolo[4,5-b]pyridine-6-carboxylic acid ClC1=C(C=CC(=C1)Cl)C1OC2=C(C=CC=C2C(=C1)F)C1CCN(CC1)CC=1N(C=2C(=NC=C(C2)C(=O)O)N1)CC1(CC1)CF